1-(oxiran-2-yl)ethan-1-ol potassium dihydrogen phosphate P(=O)(O)(O)[O-].[K+].O1C(C1)C(C)O